2-(2-methoxy-5-(methylsulfonyl)pyridin-4-yl)propanoic acid COC1=NC=C(C(=C1)C(C(=O)O)C)S(=O)(=O)C